ClC=1C(=NC=CC1)[C@H](C(C)C)NC(=O)C=1C=C2CN(C(C2=CC1)=O)C1C(NC(CC1)=O)=O N-((S)-1-(3-chloropyridin-2-yl)-2-methylpropyl)-2-(2,6-dioxopiperidin-3-yl)-1-oxoisoindoline-5-carboxamide